4-bromo-8-methoxy-isoquinoline BrC1=CN=CC2=C(C=CC=C12)OC